ClC1=C(C=CC(=C1)Cl)C1CC(C=2C(C3=CC(=CC=C3NC2C1)C)=O)=O 3-(2,4-dichlorophenyl)-7-methyl-3,4-dihydroacridine-1,9(2H,10H)-dione